C(C)C1=CC=CC2=C(C3=CC=CC=C3C(=C12)OC(C1=CC=CC=C1)=O)OC(C1=CC=CC=C1)=O 1-ethyl-9,10-bis(benzoyloxy)anthracene